ClC1=C(C#N)C=CC(=C1)N1CC2(C[C@H]1C)CCN(CC2)C2=NC=C(C=C2)C(=O)N2CCC(CC2)CN2CCN(CC2)C2=CC(=CC=C2)NC2C(NC(CC2)=O)=O 2-Chloro-4-((3R)-8-(5-(4-((4-(3-((2,6-dioxo-piperidin-3-yl)amino)-phenyl)piperazin-1-yl)-methyl)piperidine-1-carbonyl)pyridin-2-yl)-3-methyl-2,8-diazaspiro[4.5]decan-2-yl)benzonitrile